[Si](C)(C)(C(C)(C)C)OC[C@@H]1C[C@@H](CN1C1=C(C=CC(=C1)CC#N)[N+](=O)[O-])NC(OC(C)(C)C)=O tert-Butyl ((3S,5S)-5-(((tert-butyldimethylsilyl)oxy)methyl)-1-(5-(cyanomethyl)-2-nitrophenyl)pyrrolidin-3-yl)carbamate